6-methoxy-2-methyl-4H-benzo[d][1,3]oxazine-4-one COC1=CC2=C(N=C(OC2=O)C)C=C1